N-(cis-1-(cyclopropylcarbonyl)-2-((2-phenyl-1,3-thiazol-4-yl)methyl)pyrrolidin-3-yl)methanesulfonamide C1(CC1)C(=O)N1[C@H]([C@H](CC1)NS(=O)(=O)C)CC=1N=C(SC1)C1=CC=CC=C1